2-amino-2-(4-bromothiophen-2-yl)acetonitrile NC(C#N)C=1SC=C(C1)Br